3-(Benzyldimethylammonio)propanesulfonate C(C1=CC=CC=C1)[N+](CCCS(=O)(=O)[O-])(C)C